2-ethyl 2-(2-chloro-7H-pyrrolo[2,3-d]pyrimidin-7-yl)acetate ClC=1N=CC2=C(N1)N(C=C2)CC(=O)OCC